BrC1=C(C(=C2C(NC=NC2=C1)=O)OCCNC(CO[Si](C)(C)C(C)(C)C)C)Cl 7-bromo-5-(2-((1-((tert-butyldimethylsilyl)oxy)propan-2-yl)amino)ethoxy)-6-chloroquinazolin-4(3H)-one